2-((3S,5r)-4,4-difluoro-5-methylpiperidin-3-yl)ethanol ((2-(3,7-dimethylocta-2,6-dien-1-yl)-5-pentyl-1,3-phenylene)bis(oxy))bis(ethane-1,1-diyl) diethyl bis(carbonate) C(OC(C)OC=1C(=C(C=C(C1)CCCCC)OC(C)OC(OCC)=O)CC=C(CCC=C(C)C)C)(OCC)=O.FC1([C@H](CNC[C@H]1C)CCO)F